ClC=1C(C(=O)O)=CC(C(C1N)Cl)=S(=O)=O 2,4-dichloro-5-sulfonyl-aminobenzoic acid